2,2',3,4,6-pentafluoro-4'-methoxy-5-methyl-5'-nitro-1,1'-biphenyl FC1=C(C(=C(C(=C1F)F)C)F)C1=C(C=C(C(=C1)[N+](=O)[O-])OC)F